cyanothiouracil C(#N)C=1C(NC(NC1)=S)=O